C[C@@H]1CN(C[C@@H](N1)C)C=1C=CC=2N(C(C=C(N2)C=2C=CC=3N(C2)C=C(N3)C)=O)C1 7-[(3R,5S)-3,5-dimethylpiperazin-1-yl]-2-(2-methylimidazo[1,2-a]pyridin-6-yl)-4H-pyrido[1,2-a]pyrimidin-4-one